N-(6-([1,1'-biphenyl]-3-ylmethyl)-5-isobutyryl-5-azaspiro[2.4]heptan-7-yl)-1,1-difluoromethane-sulfonamide C1(=CC(=CC=C1)CC1N(CC2(CC2)C1NS(=O)(=O)C(F)F)C(C(C)C)=O)C1=CC=CC=C1